C(C)(C)C1=NN(C(=C1)NC1=CC(=NC=C1)NC1=CC=C(C(=O)NC)C=C1)C 4-((4-((3-Isopropyl-1-methyl-1H-pyrazol-5-yl)amino)pyridin-2-yl)amino)-N-methylbenzamide